COC=1C=C(C(=O)NN2CCC3(CC2)CCNCC3)C=CC1 3-methoxy-N-(3,9-diazaspiro[5.5]undec-3-yl)benzamide